(S)-5-(1-(1-(2-(2-adamantylamino)-2-oxoethyl)-2-oxo-1,2-dihydropyridin-3-ylamino)-6-(methylamino)-1,5,6-trioxohexan-2-ylcarbamoyl)nicotinic acid C12C(C3CC(CC(C1)C3)C2)NC(CN2C(C(=CC=C2)NC([C@H](CCC(C(=O)NC)=O)NC(=O)C=2C=NC=C(C(=O)O)C2)=O)=O)=O